5-amino-N-(4-((3-oxo-morpholino)methyl)phenyl)naphthalene-1-sulfonamide NC1=C2C=CC=C(C2=CC=C1)S(=O)(=O)NC1=CC=C(C=C1)CN1C(COCC1)=O